N=C1NC(SS1)=S 5-imino-(1,2,4)dithiazolidine-3-thione